5-Tetradecylbenzene-1,3-diol C(CCCCCCCCCCCCC)C=1C=C(C=C(C1)O)O